BrC=1C=C(C=C(C1O)Br)C(C1=CC(=C(C(=C1)Br)O)Br)C1=CC(=C(C(=C1)Br)O)Br 1,1,1-tris(3,5-dibromo-4-hydroxyphenyl)-methane